N-[6-(2-chloro-5-fluorophenyl)-3-(2,2-difluoroethyl)-6-hydroxy-2-methyl-8-oxo-7,8-dihydro-6H-imidazo[5,4-e]isoindol-5-yl]-5-fluoro-3-(trifluoromethyl)benzamide ClC1=C(C=C(C=C1)F)C1(NC(C2=C3C(=CC(=C12)NC(C1=CC(=CC(=C1)F)C(F)(F)F)=O)N(C(=N3)C)CC(F)F)=O)O